C(C1=CC=CC=C1)N1C=NC2=C(C=C(C=C2C1=O)C=1C=NNC1)F 3-Benzyl-8-fluoro-6-(1H-pyrazol-4-yl)quinazolin-4-one